3,3-dimethoxy-8-azabicyclo[3.2.1]octane-8-carboxylic acid tert-butyl ester C(C)(C)(C)OC(=O)N1C2CC(CC1CC2)(OC)OC